[N+](=O)([O-])C1=CC=C(C=C1)NC(=O)OC=1C=C(C=CC1OC)C1SC2=C(CO1)C=CC=C2 2-[3-(4-nitrophenylcarbamoyloxy)-4-methoxyphenyl]-3,1-benzoxathiane